C(C)N1CCN(CC1)C=1C=CC(=NC1)C1=C(C(=NC(=N1)N)C1=CC2=NC=CC(=C2S1)C(C)C)F [5-(4-ethylpiperazin-1-yl)pyridin-2-yl]-5-fluoro-4-(7-propan-2-yl-thieno[3,2-b]pyridin-2-yl)pyrimidin-2-amine